(S)-3-isopropoxy-4-(((8-methyl-4-oxochroman-7-yl)oxy)(pyridin-4-yl)methyl)benzamide C(C)(C)OC=1C=C(C(=O)N)C=CC1[C@H](C1=CC=NC=C1)OC1=CC=C2C(CCOC2=C1C)=O